(2R)-N-((R or S)-(3-chloro-2,4-difluoro-phenyl)(2-(difluoro-methoxy)pyrimidin-5-yl)methyl)-2-methyl-3-oxopiperazine-1-carboxamide ClC=1C(=C(C=CC1F)[C@H](NC(=O)N1[C@@H](C(NCC1)=O)C)C=1C=NC(=NC1)OC(F)F)F |o1:8|